CC=1C=C(N)C=CC1OC1=CC2=C(N(C=N2)C)C=C1 3-Methyl-4-((1-methyl-1H-benzimidazol-5-yl)oxy)aniline